methyl (2E)-3-[2-(1,3,4,5-tetrahydro-2H-2-benzazepin-2-yl)quinolin-4-yl]prop-2-enoate C1N(CCCC2=C1C=CC=C2)C2=NC1=CC=CC=C1C(=C2)/C=C/C(=O)OC